N1C(CCCC1C(=O)O)C(=O)O 2,6-piperidinedicarboxylic acid